2-(4-fluorophenyl)phenylethane FC1=CC=C(C=C1)C1=C(C=CC=C1)CC